FC1=C(N)C=C(C(=C1)OC1=CC2=C(N(N=N2)C)C=C1)F 2,5-difluoro-4-[(1-methyl-1,2,3-benzotriazol-5-yl)oxy]aniline